CNS(=O)(=O)NC=1SC=C(N1)C(=O)N 2-((N-methylsulfamoyl)amino)thiazole-4-carboxamide